FC1CCOC2=C(S1(=O)=O)C=C(C=C2F)C(=O)N 4,9-difluoro-5,5-dioxo-3,4-dihydro-2H-1,5λ6-benzoxathiepine-7-carboxamide